ClC1=CC(=C(C=C1)O)C(C#CC1=CC=C(C=C1)OC)N1CCCC1 4-chloro-2-(3-(4-methoxyphenyl)-1-(pyrrolidin-1-yl)prop-2-yn-1-yl)phenol